BrC1=CC=C(S1)CCNC(=O)NN N-(2-(5-bromothiophen-2-yl)ethyl)hydrazinecarboxamide